N=1N=C(NC1)C1CN(CC1)C(=O)N1CC2(C1)CC(C2)CC=2C=NC(=CC2)C(F)(F)F [3-(4H-1,2,4-Triazol-3-yl)pyrrolidin-1-yl]-[6-[[6-(trifluoromethyl)-3-pyridyl]methyl]-2-azaspiro[3.3]heptan-2-yl]methanone